BrC=1C=CC(=C(C1)C(C(=O)OC)C#N)C#N methyl 2-(5-bromo-2-cyanophenyl)-2-cyanoacetate